CC1=CC=C(C=C1)C#CC1=C(CO)C=CC=C1 2-(4-methyl-phenylethynyl)benzyl alcohol